(+/-)-tert-butyl 6-{[trans-4-(4-bromophenyl)-1-(tert-butoxycarbonyl)pyrrolidin-3-yl]methoxy}-1-oxoisoindoline-2-carboxylate BrC1=CC=C(C=C1)[C@H]1[C@@H](CN(C1)C(=O)OC(C)(C)C)COC1=CC=C2CN(C(C2=C1)=O)C(=O)OC(C)(C)C |r|